hexane diacrylate C(C=C)(=O)O.C(C=C)(=O)O.CCCCCC